4-((2-methoxy-3-(1H-1,2,4-triazol-3-yl)phenyl)amino)-N-(methyl-d3)pyridazine-3-carboxamide COC1=C(C=CC=C1C1=NNC=N1)NC1=C(N=NC=C1)C(=O)NC([2H])([2H])[2H]